S[O-] sulfanolate